FC1=C(C(C)O)C(=CC=C1)F 2,6-difluoro-alpha-methylbenzyl alcohol